N-(6-(1-cyclopropyl-1H-pyrazol-5-yl)-2-(o-tolylamino)-1,5-naphthyridin-3-yl)-3-fluoro-5-(trifluoromethyl)benzamide C1(CC1)N1N=CC=C1C=1N=C2C=C(C(=NC2=CC1)NC1=C(C=CC=C1)C)NC(C1=CC(=CC(=C1)C(F)(F)F)F)=O